P(O)(=O)(OP(=O)(O)OP(=O)(O)O)OC[C@@H]1[C@H]([C@H]([C@@H](O1)C1=C(NC(=O)NC1=O)CC)O)O 6-ethyl-pseudouridine triphosphate